CC=1SC(=CC1C(=O)NC1=NC(=NS1)CC(=C(F)F)C)C1=CC(=CC=C1)C(F)(F)F 2-methyl-5-(3-(trifluoromethyl)phenyl)-N-(3-(3,3-difluoro-2-methylallyl)-1,2,4-thiadiazol-5-yl)thiophene-3-carboxamide